ClC=1C=C2C(=CN=C(C2=CN1)O[C@@H]1C[C@@H](C1)S(=O)(=O)C)\C=N\[S@@](=O)C(C)(C)C (S)-N-((E)-(6-chloro-1-(cis-3-(methylsulfonyl)cyclobutoxy)-2,7-naphthyridin-4-yl)methylene)-2-methylpropane-2-sulfinamide